1-(5-fluoropentyl)-N-(1-naphthyl)-1H-indole-3-carboxamide FCCCCCN1C=C(C2=CC=CC=C12)C(=O)NC1=CC=CC2=CC=CC=C12